OCCCC1=CN(C2=CC=C(C=C12)N1N=C(C=C1C)C(=O)N)CC1=CC=C(C=C1)C1C[C@@H]2[C@@H](CN(C2)C)C1 1-(3-(3-Hydroxypropyl)-1-(4-((3aR,5r,6aS)-2-methyloctahydrocyclopenta[c]pyrrol-5-yl)benzyl)-1H-indol-5-yl)-5-methyl-1H-pyrazol-3-carboxamid